tert-butyl 2-(2-(2-(2-(3-(N,N-bis(4-methoxybenzyl)sulfamoyl)-4,5,6,7-tetrahydro-1H-pyrazolo[3,4-c]pyridin-1-yl)-2-methylpropoxy)pyridin-4-yl)-4-fluoro-6-isopropylphenyl)acetate COC1=CC=C(CN(S(=O)(=O)C2=NN(C=3CNCCC32)C(COC3=NC=CC(=C3)C3=C(C(=CC(=C3)F)C(C)C)CC(=O)OC(C)(C)C)(C)C)CC3=CC=C(C=C3)OC)C=C1